FC1=C(C=C(C=C1)N1N=CN=C1C=1C=CC=2N(C1)C(=CN2)C2=CC=C(C=C2)NC(N(C)C)=O)OC 3-[4-[6-[2-(4-fluoro-3-methoxy-phenyl)-1,2,4-triazol-3-yl]imidazo[1,2-a]pyridin-3-yl]phenyl]-1,1-dimethyl-urea